1-{3-fluoro-4-[1-isopropyl-4-(trifluoromethyl)imidazol-2-yl]-5-methoxyphenyl}methanamine FC=1C=C(C=C(C1C=1N(C=C(N1)C(F)(F)F)C(C)C)OC)CN